3-(2-methyl-5-(1,1,1-trifluoro-2-hydroxypropan-2-yl)phenyl)imidazo[1,2-a]pyrazine-6-carboxamide trifluoroacetate salt FC(C(=O)O)(F)F.CC1=C(C=C(C=C1)C(C(F)(F)F)(C)O)C1=CN=C2N1C=C(N=C2)C(=O)N